(S)-2-chloro-5-(4-cyclopropyl-1H-imidazol-1-yl)-4-methyl-N-(6-(5-methyl-6,7-dihydro-5H-pyrrolo[2,1-c][1,2,4]triazol-3-yl)pyridin-2-yl)benzamide ClC1=C(C(=O)NC2=NC(=CC=C2)C=2N3C(=NN2)CC[C@@H]3C)C=C(C(=C1)C)N1C=NC(=C1)C1CC1